FC(OC1=C(C(=NN1C)C(F)(F)F)C1=C(C=2C(C3=CC=CC=C3OC2C=C1)C(=O)C1=NOC(C1)(C)C)C)F 3-[(5-difluoromethoxy-1-methyl-3-trifluoromethylpyrazol-4-yl)-methylxanthoyl]-4,5-dihydro-5,5-dimethyl-1,2-oxazole